dimethyl-propyl-potassium acetate C(C)(=O)O.CC(CC)([K])C